CC1(COC1)C(=O)N(CC(NC=1C=C2CC3(C(NC4=NC=CC=C43)=O)CC2=CC1)=O)CC1=C(C=CC=C1)CNC 3-Methyl-N-(2-((methylamino)methyl)benzyl)-N-(2-oxo-2-((2'-oxo-1,1',2',3-tetrahydrospiro[indene-2,3'-pyrrolo[2,3-b]pyridin]-5-yl)amino)ethyl)oxetane-3-carboxamide